Cl.NC\C=C(\CN1C(=NC2=C1C=CC=C2C2=CC=C(C=C2)S(=O)(=O)NC2CC2)C(C)C)/F (Z)-4-(1-(4-amino-2-fluorobut-2-en-1-yl)-2-isopropyl-1H-benzo[d]imidazol-4-yl)-N-cyclopropylbenzenesulfonamide Hydrochloride